N(=[N+]=[N-])C[C@H]1OC[C@@H]([C@@H]2[C@H]1OC(O2)(C)C)NC2=NC(=CN=C2)C(F)(F)F N-((3aS,4R,7S,7aR)-4-(azidomethyl)-2,2-dimethyltetrahydro-4H-[1,3]dioxolo[4,5-c]pyran-7-yl)-6-(trifluoromethyl)pyrazin-2-amine